CC(C1=CC[C@H]2[C@@H]3CCC4=CC(C=C[C@]4(C)C3=CC[C@]12C)=O)=O Pregna-1,4,9(11),16(17)-tetraene-3,20-dione